FC1=C(OC2=CC=C(C=C2)C(=C(C#N)C#N)OC)C=CC(=C1)F 2-((4-(2,4-Difluorophenoxy)phenyl)(methoxy)methylene)malononitrile